O=C1N(CCC(N1)=O)N1C(C2=CC=C(C=C2C1=O)CN1CCN(CC1)C1=CC=C(C=C1)NC1=NC=C(C(=N1)NCC1=CC(=CC=C1)S(=O)(=O)C)C(F)(F)F)=O 2-(2,4-dioxotetrahydropyrimidin-1(2H)-yl)-5-((4-(4-((4-((3-(methylsulfonyl)benzyl)amino)-5-(trifluoromethyl)pyrimidin-2-yl)amino)phenyl)piperazin-1-yl)methyl)isoindoline-1,3-dione